CC1=NNC2=CC=C(C=C12)[N+](=O)[O-] 3-methyl-5-nitro-indazole